FC(C(=O)O)(F)F.C1(NC(C2CCCCC12)=O)=O hexahydro-1H-isoindole-1,3(2H)-dione trifluoroacetate